C(C)(C)OC1=CC=C2C(=CNC(C2=C1)=O)C1=C(C#N)C=CC=C1 2-(7-isopropoxy-1-oxo-1,2-dihydroisoquinolin-4-yl)benzonitrile